ClC=1C=CC(=C(C1)C1=CC(=NC=C1OC)OC)N1N=NC(=C1)C(F)(F)F 4-{5-chloro-2-[4-(trifluoromethyl)-1H-1,2,3-triazol-1-yl]phenyl}-2,5-dimethoxy-pyridine